2-fluoro-N-methyl-4-[7-(quinolin-6-ylmethyl)imidazo[1,2-b][1,2,4]triazin-2-yl]benzamide benzenesulfonate C1(=CC=CC=C1)S(=O)(=O)O.FC1=C(C(=O)NC)C=CC(=C1)C=1C=NC=2N(N1)C(=CN2)CC=2C=C1C=CC=NC1=CC2